5-(methoxycarbonyl)-4-methylpyridin-3-ylboronic acid COC(=O)C=1C(=C(C=NC1)B(O)O)C